ClC=1C=C(C=CC1Cl)[C@H]1[C@@H](CCC1)NS(=O)(=O)C1=CC=C(C=C1)OC(F)(F)F N-((1r,2s)-2-(3,4-dichlorophenyl)cyclopentyl)-4-(trifluoromethoxy)benzenesulfonamide